5,7-diamino-1,1,6-trimethylindan NC=1C=C2CCC(C2=C(C1C)N)(C)C